C(CCCCCCC\C=C/C\C=C/CCCCC)OCC(COCCCCCCCC)N1CCCC1 1-{2-[(9Z,12Z)-octadecane-9,12-dien-1-yloxy]-1-[(octyloxy)methyl]ethyl}pyrrolidine